C1CC[C@H]([C@@H](C1)NC(=O)CS)NC(=O)CS (+/-)-trans-1,2-bis(2-mercaptoacetamido)cyclohexane